dimethyl(4-(prop-2-yn-1-ylamino)-3-(trifluoromethyl)phenyl)phosphine oxide CP(C1=CC(=C(C=C1)NCC#C)C(F)(F)F)(C)=O